C(C)(C)(C)C1=CC=C2C(=N1)N(N=C2NS(=O)(=O)C=2C=NNC2)C2=C(C=C(C=C2C)C)C N-[6-tert-butyl-1-(2,4,6-trimethylphenyl)pyrazolo[3,4-b]pyridin-3-yl]-1H-pyrazole-4-sulfonamide